2-methyl-2-[5-({3-[4-({4-[2-(morpholin-4-yl)-2-oxoethyl]piperidin-1-yl}methyl)-1-(2,2,2-trifluoroethyl)-1H-indol-2-yl]prop-2-yn-1-yl}amino)pyridin-2-yl]propanenitrile CC(C#N)(C)C1=NC=C(C=C1)NCC#CC=1N(C2=CC=CC(=C2C1)CN1CCC(CC1)CC(=O)N1CCOCC1)CC(F)(F)F